1-{[(pyridin-3-yl)carbamoyl]carbonyl}pyrrolidine-2-carboxamide N1=CC(=CC=C1)NC(=O)C(=O)N1C(CCC1)C(=O)N